C(C)(C)(C)C1=CC=C(C=C1)[C@](O)(C=1C=C(C=NC1)N1CCCCC1)C1(CN(C1)C)C (R)-(4-tert-butyl-phenyl)-(1,3-dimethyl-azetidin-3-yl)-(3,4,5,6-tetrahydro-2H-[1,3']bipyridinyl-5'-yl)-methanol